FC(C1=C(OC2=CC=C(C(=C2C(=O)NC2=CC(=C(C=C2)F)C#N)F)C(F)(F)F)C=CC(=C1)C(F)(F)F)(F)F 6-(2,4-bis(trifluoromethyl)phenoxy)-N-(3-cyano-4-fluorophenyl)-2-fluoro-3-(trifluoromethyl)benzamide